C[Si](C1=CC=C(C=C1)C(=[Hf](C1C=CC=C1)C1=C(C=CC=2C3=CC=C(C=C3CC12)C(C)(C)C)C(C)(C)C)C1=CC=C(C=C1)[Si](C)(C)C)(C)C di(para-trimethylsilylphenyl)methylene(2,7-di-tertbutyl-fluorenyl)(cyclopentadienyl)hafnium